FC1=CC(=CC2=C1N=C(S2)C)C=2SC1=C(N2)SC(=C1)C1CCN(CC1)C(=O)OC(C)(C)C Tert-butyl 4-[2-(4-fluoro-2-methyl-1,3-benzothiazol-6-yl) thieno[2,3-d][1,3]thiazol-5-yl]piperidine-1-carboxylate